5-chloro-4',4'-difluoro-2-{[(1S,4S)-2-oxa-5-azabicyclo[2.2.1]heptan-5-yl]methyl}-7,8-dihydro-6H-spiro[[1,3]oxazolo[5,4-f]quinazoline-9,1'-cyclohexan]-7-one ClC=1C=C2C(=C3C1NC(NC31CCC(CC1)(F)F)=O)OC(=N2)CN2[C@@H]1CO[C@H](C2)C1